C1(=CC=CC=C1)C1=C(C2=C(O1)C=C1C=CC=C(C1=C2)C=2C1=CC=CC=C1C(=C1C=CC=CC21)C2=CC=CC=C2)C2=CC=CC=C2 2,3-diphenyl-5-(10-phenylanthracen-9-yl)naphtho[2,3-b]furan